NC(C(COCCCC)NC(=O)C1=C(OC2=C1C=C(C=C2)[C@H]2[C@@H](C2)C2=CC=CC=C2)C)=O N-(1-amino-3-butoxy-1-oxopropan-2-yl)-2-methyl-5-(trans-2-phenylcyclopropyl)benzofuran-3-carboxamide